COC1=C(C(=CC(=C1)\C=C/C1=CC=CC=C1)OC)OC 1,2,3-trimethoxy-5-[(Z)-2-phenylethenyl]benzene